O=C1NC(CCC1N1C(C2=CC=C(C=C2C1)CN(C1CCN(CC1)C=1C(=CC2=C(C(C=3NC4=CC(=CC=C4C3C2=O)C#N)(C)C)C1)CC)C)=O)=O 8-(4-(((2-(2,6-dioxopiperidin-3-yl)-1-oxoisoindoline-5-yl)methyl)(methyl)amino)piperidine-1-yl)-9-ethyl-6,6-dimethyl-11-oxo-6,11-dihydro-5H-benzo[b]carbazole-3-carbonitrile